methoxybutyl-β-mercaptopropionic acid COCCCCC(C(=O)O)CS